3-(3-(5-methoxy-2-((2,2,2-trifluoroethoxy)methyl)phenyl)-4-oxothiazolidin-2-ylidene)urea COC=1C=CC(=C(C1)N1C(SCC1=O)=NC(N)=O)COCC(F)(F)F